FC(C1=NN(C(=C1)NC(C1=C(C=CC=C1)NC1=CC(=CC=C1)F)=O)C)F N-(3-(difluoromethyl)-1-methyl-1H-pyrazol-5-yl)-2-((3-fluorophenyl)amino)benzamide